C(N)(=O)C1CCC(CC1)NC1=CC(=NC=C1C(=O)NC[C@H](C(C)(C)O)F)N1C=CC=2C1=NC=C(C2)C#N 4-(((1R,4R)-4-carbamoylcyclohexyl)amino)-6-(5-cyano-1H-pyrrolo[2,3-b]pyridin-1-yl)-N-((R)-2-fluoro-3-hydroxy-3-methylbutyl)nicotinamide